4-((2-((Tert-Butoxycarbonyl) amino) pyridin-4-yl) oxy)-1-cyclopropyl-1H-pyrazol-3-yl triflate O(S(=O)(=O)C(F)(F)F)C1=NN(C=C1OC1=CC(=NC=C1)NC(=O)OC(C)(C)C)C1CC1